tert-butyl 2-((benzyloxy)methyl)-3-(2-bromo-6-chloropyridin-4-yl)piperazine-1-carboxylate C(C1=CC=CC=C1)OCC1N(CCNC1C1=CC(=NC(=C1)Cl)Br)C(=O)OC(C)(C)C